tert-butyl 6-(6-((6-acetyl-8-cyclopentyl-5-methyl-7-oxo-7,8-dihydropyrido[2,3-d]pyrimidin-2-yl)amino)pyridin-3-yl)-2-azaspiro[3.3]heptane-2-carboxylate C(C)(=O)C1=C(C2=C(N=C(N=C2)NC2=CC=C(C=N2)C2CC3(CN(C3)C(=O)OC(C)(C)C)C2)N(C1=O)C1CCCC1)C